N-((2-(6-(4-(cyclobutanecarbonyl)piperazin-1-yl)pyridin-2-yl)-1,6-naphthyridin-7-yl)methyl)-5-(methylsulfonyl)nicotinamide C1(CCC1)C(=O)N1CCN(CC1)C1=CC=CC(=N1)C1=NC2=CC(=NC=C2C=C1)CNC(C1=CN=CC(=C1)S(=O)(=O)C)=O